(R)-6-(1-aminoethyl)-4-(trifluoromethyl)pyridin-2-amine N[C@H](C)C1=CC(=CC(=N1)N)C(F)(F)F